FC1=C(CC=2C=NC=3CCN(CC3C2)C2=C(C(=CN=N2)C)C)C=CC=C1 6-(3-(2-fluorobenzyl)-7,8-dihydro-1,6-naphthyridin-6(5H)-yl)-4,5-dimethylpyridazine